(R)-3-(2-(4-ethylpiperazin-1-yl)-6-vinylpyridin-4-yl)-10-methyl-9,10,11,12-tetrahydro-8H-[1,4]diazepino[5',6':4,5]thieno[3,2-f]quinolin C(C)N1CCN(CC1)C1=NC(=CC(=C1)C1=NC=2C=CC3=C(C2C=C1)C1=C(S3)CN[C@@H](CN1)C)C=C